C(C)(=O)OCC1CN2C(C=3N(C1)C=C(C3)Br)=NN=C2C2(CCC2)C(F)(F)F (10-bromo-3-(1-(trifluoromethyl)cyclobutyl)-6,7-dihydro-5H-pyrrolo[1,2-a][1,2,4]triazolo[3,4-c][1,4]diazepin-6-yl)methyl acetate